4,5-dimethoxy-2-nitrobenzyl-serine COC1=CC(=C(CN[C@@H](CO)C(=O)O)C=C1OC)[N+](=O)[O-]